C(#N)C=1C=C(C=CC1)CN1C2=C(C=CC=C2C=2C(CCCC12)CCCCC)C(=O)O 9-[(3-cyanophenyl)methyl]-4-pentyl-2,3,4,9-tetrahydro-1H-carbazole-8-carboxylic acid